C(=CC1=CC=CC=C1)[S@@](=O)C1=NC=CC=C1 |r| racemic-styrylpyridyl sulfoxide